5-(1,3-dimethyl-1H-1,2,4-triazol-5-yl)-2-(2',4'-dimethyl-[1,1'-biphenyl]-2-yl)-1-ethyl-1H-benzo[d]imidazole CN1N=C(N=C1C1=CC2=C(N(C(=N2)C2=C(C=CC=C2)C2=C(C=C(C=C2)C)C)CC)C=C1)C